C(C)(C)(C)OC(=O)N1[C@@H](CCC1)COC=1N=C(C2=C(N1)CN(CC2)C2=CC=CC1=CC=CC(=C21)C)N2C[C@@H](N(CC2)C(=O)OCC2=CC=CC=C2)CC#N Benzyl (S)-4-(2-(((S)-1-(tert-butoxycarbonyl)pyrrolidin-2-yl)methoxy)-7-(8-methylnaphthalen-1-yl)-5,6,7,8-tetrahydropyrido[3,4-d]pyrimidin-4-yl)-2-(cyanomethyl)piperazine-1-carboxylate